ClC=1C=C(C=CC1Cl)C(=O)N1CC=2C(=NN3C2C(NCCC3)=S)CC1 (3,4-dichlorophenyl)(11-sulfanylidene-1,3,4,7,8,9,10,11-octahydro-2H-pyrido[4',3':3,4]pyrazolo-[1,5-a][1,4]diazepin-2-yl)methanone